CCCCC/C=C\C/C=C\C/C=C\CCCCCCC(=O)O[C@H](COC(=O)CCCCCCC/C=C\C/C=C\CCCC)COP(=O)(O)OC[C@@H](C(=O)O)N 1-(9Z,12Z-heptadecadienoyl)-2-(8Z,11Z,14Z-eicosatrienoyl)-glycero-3-phosphoserine